N-Phenethyl-6,7-dihydrothieno[3,2-c]pyridine-5(4H)-carboxamide C(CC1=CC=CC=C1)NC(=O)N1CC2=C(CC1)SC=C2